BrC1=CC=C2C(=N1)C(NN2C)=O 5-bromo-1-methyl-2H-pyrazolo[4,3-b]pyridin-3-one